(R)-5-bromo-3-(1-(2-(5-((2,2-dimethyl-2,3-dihydropyrazolo[5,1-b]oxazol-6-yl)methyl)-2-methyl-2H-1,2,3-triazol-4-yl)-4-fluorophenyl)ethoxy)pyridin-2-amine BrC=1C=C(C(=NC1)N)O[C@H](C)C1=C(C=C(C=C1)F)C1=NN(N=C1CC1=NN2C(OC(C2)(C)C)=C1)C